C(C1=CC=CC=C1)N1C(C(=CC(=C1)C(=O)N)C(=O)N(C)[C@@H]1[C@H](C1)COC)=O 1-benzyl-N-((1S,2S)-2-(methoxymethyl)cyclopropyl)-N-methyl-2-oxo-1,2-dihydropyridine-3,5-dicarboxylic acid diamide